(3,7-dichloropyrazolo[1,5-a]pyridin-5-yl)-tert-butyl carbamate C(N)(OC(CC1=CC=2N(C(=C1)Cl)N=CC2Cl)(C)C)=O